methyl 3-cyano-6-chloro-2-fluorobenzoate C(#N)C=1C(=C(C(=O)OC)C(=CC1)Cl)F